(S)-(+)-Pyrrolidine-3-carboxylic acid C1CNC[C@H]1C(=O)O